N-[(4-fluoro-3-methoxyphenyl)methyl]-4-(1,7-diaza-7-spiro[4.4]nonyl)-5-(3,5-difluorophenyl)nicotinamide FC1=C(C=C(C=C1)CNC(C1=CN=CC(=C1N1CC2(CCCN2)CC1)C1=CC(=CC(=C1)F)F)=O)OC